1,2-bis(3-oxo-2,2,6,6-tetramethyl-4-piperidinyl)ethane O=C1C(NC(CC1CCC1C(C(NC(C1)(C)C)(C)C)=O)(C)C)(C)C